ClC1=C(COC2=C(C(=O)NC=3C=NC=CC3)C=CC(=C2)OC)C=CC=C1 2-(2-chloro-benzyloxy)-4-methoxy-N-(pyridin-3-yl)benzamide